2H-pyrazolo[4,3-c]pyridin N=1NC=C2C=NC=CC21